amylammonium fluoride [F-].C(CCCC)[NH3+]